O[C@@H]1[C@H]2CN([C@@H](C1)C2)C(=O)OC(C)(C)C |r| rac-tert-butyl (1R,4R,5S)-5-hydroxy-2-azabicyclo[2.2.1]heptane-2-carboxylate